CC1=C(C=C(C(=C1)O)C)CC1=C(C(=CC(=C1)C)CC1=C(C=C(C(=C1)C)O)C)O 2,6-bis(2,5-dimethyl-4-hydroxyphenylmethyl)-4-methylphenol